diamino diacrylate C(C=C)(=O)ON.C(C=C)(=O)ON